C(=O)(OCC1=CC=CC=C1)N1C=C(C2=CC=CC=C12)C(=O)OC methyl N-Cbz-indole-3-carboxylate